5',6'-dihydro-1'H-spiro[oxacyclohexane-4,7'-pyrrolo[3,2-c]pyridin]-4'-one N1C=CC=2C(NCC3(C21)CCOCC3)=O